N1[C@@H](CSC1)C(=O)O (-)-L-thioproline